C=1(C(=CC=CC1)C(=O)O)C o-toluoic acid